L-1,4-bis(3,5-dicarboxyphenoxy)benzene C(=O)(O)C=1C=C(OC2=CC=C(C=C2)OC2=CC(=CC(=C2)C(=O)O)C(=O)O)C=C(C1)C(=O)O